FC1=C(CN2C(C=3C=CC=NC3C(=C2)C(=O)N[C@@H]2[C@H](COCC2)O)=O)C=CC(=C1)C1=NN(C=C1)C 6-(2-Fluoro-4-(1-methyl-1H-pyrazol-3-yl)benzyl)-N-((3R,4S)-3-hydroxytetrahydro-2H-pyran-4-yl)-5-oxo-5,6-dihydro-1,6-naphthyridine-8-carboxamide